COC1(COC1)C1=CC=C(C=C1)C(=O)N1CCC(CC1)C1=CC(=C(C=C1)C(F)(F)F)N1C=NC(=C1)C (4-(3-methoxyoxetan-3-yl)phenyl)(4-(3-(4-methyl-1H-imidazol-1-yl)-4-(trifluoromethyl)phenyl)piperidin-1-yl)methanone